dimethyl 2-(5-methoxycarbonyl-3-pyridyl)propanedioate COC(=O)C=1C=C(C=NC1)C(C(=O)OC)C(=O)OC